ClC1=C(C=C(C=C1)C#N)C=1C=C2C(=NN(C2=CC1)C(C1=CC=CC=C1)(C1=CC=CC=C1)C1=CC=CC=C1)NC(=O)C1CN2CCC1CC2 N-[5-(2-chloro-5-cyanophenyl)-1-trityl-1H-indazol-3-yl]-1-azabicyclo[2.2.2]octane-3-carboxamide